6-((3-tert-butyl-7-(5-methylisoxazol-3-yl)pyrazolo[1,5-d][1,2,4]triazin-2-yl-oxy)methyl)-N-(2-hydroxy-2-methylpropyl)nicotinamide C(C)(C)(C)C=1C(=NN2C(=NN=CC21)C2=NOC(=C2)C)OCC2=NC=C(C(=O)NCC(C)(C)O)C=C2